O=C1NC(CCC1N1C(C2=CC=CC(=C2C1=O)NCCCCCCCCCCCCNC(OC(C)(C)C)=O)=O)=O 1-Tert-butyl (12-((2-(2,6-dioxopiperidin-3-yl)-1,3-dioxoisoindolin-4-yl)amino)dodecyl)carbamate